[(3S)-4-borono-1-hydroxy-1,3-dihydro-2,1-benzoxaborol-3-yl]acetic acid B(O)(O)C1=CC=CC2=C1[C@@H](OB2O)CC(=O)O